2-(2,3-dihydrobenzofuran-6-yl)-N-(1-(4-(2,6-dioxopiperidin-3-yl)-3,5-difluorophenyl)azetidin-3-yl)acetamide O1CCC2=C1C=C(C=C2)CC(=O)NC2CN(C2)C2=CC(=C(C(=C2)F)C2C(NC(CC2)=O)=O)F